FC1=C(C=CC(=C1)C(F)(F)F)NC(=O)[C@H]1[C@@H]([C@H](CCC1)C1=CC=C(C=C1)C1=C(C(=NS1)C)O)C(=O)O (1R,2R,6S)-2-((2-fluoro-4-(trifluoromethyl)phenyl)carbamoyl)-6-(4-(4-hydroxy-3-methylisothiazol-5-yl)phenyl)cyclohexane-1-carboxylic acid